C(C)C1=CN=C2N1C=C(C=C2)C=2C=NN1C2C(N(C[C@@H]1C)C1=CC=C(C=C1)C(F)(F)F)=O (7S)-3-(3-Ethylimidazo[1,2-a]pyridin-6-yl)-7-methyl-5-[4-(trifluoromethyl)phenyl]-6,7-dihydro-pyrazolo[1,5-a]pyrazin-4(5H)-on